dimethyloctadecyl(3-(trimethoxysilyl)-propyl)ammonium chloride [Cl-].C[N+](CCC[Si](OC)(OC)OC)(CCCCCCCCCCCCCCCCCC)C